CN(CCCNS(=O)(=O)F)C N-[3-(dimethylamino)-propyl]-perfluoro-sulfonamide